OC(CN(CCCCCCCCCCN(CCN1CCN(CC1)CCCCCCCCCCN(CC(CCCCCCCCCCCCCC)O)CC(CCCCCCCCCCCCCC)O)CC(CCCCCCCCCCCCCC)O)CC(CCCCCCCCCCCCCC)O)CCCCCCCCCCCCCC 1,1'-((10-(4-(2-((10-(bis(2-hydroxyhexadecyl)amino)decyl)(2-hydroxyhexadecyl)amino)ethyl)piperazin-1-yl)decyl)azanediyl)bis(hexadecan-2-ol)